3-(2-ethoxy-2-oxo-ethoxy)azetidine-1-carboxylic acid tert-butyl ester C(C)(C)(C)OC(=O)N1CC(C1)OCC(=O)OCC